tert-Butyl ((S)-3-(3-((2-Amino-2-oxoethyl)sulfonyl)phenoxy)-2-hydroxypropyl)((R)-1-oxa-8-azaspiro[4.5]decan-3-yl)carbamate NC(CS(=O)(=O)C=1C=C(OC[C@H](CN(C(OC(C)(C)C)=O)[C@H]2COC3(C2)CCNCC3)O)C=CC1)=O